2-[2-fluoro-4-(piperazine-1-carbonyl)phenyl]-4-[[5-(4-hydroxy-1-piperidyl)-2-pyridyl]amino]-6H-1,6-naphthyridin-5-one FC1=C(C=CC(=C1)C(=O)N1CCNCC1)C1=NC=2C=CNC(C2C(=C1)NC1=NC=C(C=C1)N1CCC(CC1)O)=O